BrC=1C=NN2C1N(CC(C2)CNC(OC(C)(C)C)=O)C2=CC=C(C=C2)C(F)(F)F tert-butyl ((3-bromo-4-(4-(trifluoromethyl)phenyl)-4,5,6,7-tetrahydropyrazolo[1,5-a]pyrimidin-6-yl)methyl)carbamate